thionylpentasulfide S1(=O)SSSSS1